O1C(=CC2=C1C=CC=C2)C2=NN1C(N(C(=C(C1=O)N1CCNCC1)CC)CC(=O)NC1=CC=C(C=C1)S(F)(F)(F)(F)F)=N2 2-(2-(benzofuran-2-yl)-5-ethyl-7-oxo-6-(piperazin-1-yl)-[1,2,4]triazolo[1,5-a]pyrimidin-4(7H)-yl)-N-(4-(pentafluoro-λ6-sulfanyl)phenyl)acetamide